L-tartaric acid nicotine salt N1=CC=CC(=C1)C1N(C)CCC1.C([C@H](O)[C@@H](O)C(=O)O)(=O)O